6-bromo-7-chloro-5-(2,6-difluorophenyl)-1,3-dihydro-1,4-benzodiazepine-2-Thione BrC1=C(C=CC2=C1C(=NCC(N2)=S)C2=C(C=CC=C2F)F)Cl